CC=1OC(=NN1)C1=CC(=C(C=C1)N1CCCCC1)[N+](=O)[O-] 2-methyl-5-(3-nitro-4-(piperidin-1-yl)phenyl)-1,3,4-oxadiazole